tert-butyl 3-formyl-5,7-dihydro-4H-thieno[2,3-c]pyridine-6-carboxylate C(=O)C1=CSC=2CN(CCC21)C(=O)OC(C)(C)C